CN1N=CC(=C1)C1=CC2=C(O[C@@H](CN2)[C@@H](C2=CC=CC=C2)NC[C@H](C)C2=CC=C(C(=O)O)C=C2)N=C1 |o1:23| 4-((R or S)-1-(((R)-((S)-7-(1-methyl-1H-pyrazol-4-yl)-2,3-dihydro-1H-pyrido[2,3-b][1,4]oxazin-3-yl)(phenyl)methyl)amino)propan-2-yl)benzoic acid